4-((2H-tetrazol-5-yl)methoxy)-2-methoxy-N-(5-(thiophen-2-yl)-1,3,4-oxadiazol-2-yl)Benzamide N=1NN=NC1COC1=CC(=C(C(=O)NC=2OC(=NN2)C=2SC=CC2)C=C1)OC